N-methyl-1-(piperidin-4-yl)-1,4,6,7-tetrahydro-5H-pyrazolo[4,3-c]pyridine-5-carboxamide CNC(=O)N1CC2=C(CC1)N(N=C2)C2CCNCC2